C(C)(C)(C)OC(=O)N1C[C@@H](CCC1)C(=O)NC1=NN(C2=CC=C(C=C12)C1=C(C=CC(=C1)C#N)Cl)C(=O)O 3-({[(3R)-1-(tert-butoxycarbonyl)piperidin-3-yl]carbonyl}amino)-5-(2-chloro-5-cyanophenyl)-1H-indazole-1-carboxylic acid